OCCNNC(=O)C1=CC(=NC(=C1)C(C)=O)CCC(C)=O N-(2-hydroxyethyl)amino-2,6-diacetylethylpyridine-4-carboxamide